C(=C)C=1N=CC2=C(N1)NC=C2 2-ethenyl-7H-pyrrolo[2,3-d]pyrimidine